N-[6-(4-methyl-1,3-thiazol-2-yl)-2H,3H,4H-pyrido[3,2-b][1,4]oxazin-8-yl]pyridin-4-amine CC=1N=C(SC1)C=1C=C(C=2OCCNC2N1)NC1=CC=NC=C1